5-chloro-N-(3,4-dimethoxybenzyl)-2,4-dihydroxy-N-methylbenzamide ClC=1C(=CC(=C(C(=O)N(C)CC2=CC(=C(C=C2)OC)OC)C1)O)O